FC(C(C(=O)F)(F)F)(CCCCCCCCCCC(=O)F)F tetrafluoro-tetradecanedioic acid fluoride